Mercaptobenzthiazol disulfide SC=1S(C2=C(N1)C=CC=C2)(=S)=S